N1=CC=C(C=C1)\C=C/C(=O)OC1=C(C=C(C=C1)Br)C1SCCCS1 (Z)-4-bromo-2-(1,3-dithian-2-yl)phenyl 3-(pyridin-4-yl)acrylate